(S)-2,6-diaminocaproic acid hydrochloride Cl.N[C@H](C(=O)O)CCCCN